C(#N)C1=CC=C(C=C1)CS(=O)(=O)NC1=C(C=C(C=C1)C=1C=C(C=2N=C(N=CC2N1)N[C@@H]1CNC[C@H](C1)F)CC)F 1-(4-cyanophenyl)-N-(4-(8-ethyl-2-(((3S,5S)-5-fluoropiperidin-3-yl)amino)pyrido[3,2-d]pyrimidin-6-yl)-2-fluorophenyl)methanesulfonamide